methyl (2R,3S)-3-[2-(3,4-dimethylbenzoyl)-3,4-dihydro-1H-isoquinolin-7-yl]-3-(1-ethyl-4-methyl-benzotriazol-5-yl)-2-methyl-propanoate CC=1C=C(C(=O)N2CC3=CC(=CC=C3CC2)[C@H]([C@H](C(=O)OC)C)C2=C(C3=C(N(N=N3)CC)C=C2)C)C=CC1C